2-fluoro-6-isopropenyl-4-(trifluoromethyl)aniline FC1=C(N)C(=CC(=C1)C(F)(F)F)C(=C)C